6-[3-(tert-butoxymethyl)pyrazol-1-yl]-2-chloro-pyridine-3-carboxylic acid tert-butyl ester C(C)(C)(C)OC(=O)C=1C(=NC(=CC1)N1N=C(C=C1)COC(C)(C)C)Cl